CC(OCCOC)C(=O)OCC ethyl methyl-2,5-dioxahexanecarboxylate